C(\C=C\C(=O)OCC=1C(S)=CC=CC1)(=O)OCC=1C(S)=CC=CC1 bis-thiosalicyl fumarate